O=CCC1COCCCN1C(=O)OC(C)(C)C tert-butyl 3-(2-oxoethyl)-1,4-oxazepane-4-carboxylate